COC(=O)C1=NC=C(C=C1SCC)C(C(=O)OCC)C#N 5-(1-Cyano-2-ethoxy-2-oxo-ethyl)-3-ethylsulfanyl-pyridine-2-carboxylic acid methyl ester